F[B-](F)(F)F.[Sr+2].[Zn+2].F[B-](F)(F)F.F[B-](F)(F)F.F[B-](F)(F)F zinc strontium fluoroborate